C(=O)(OC(C)(C)C)N1C=C(C=C1)N R-N-Boc-3-aminopyrrole